C(C1CO1)OC1=C(C=CC=C1)CCC1=CC=CC=C1 2-phenethyl-phenyl glycidyl ether